2-methyl-6-methylene-oct-2,7-dien-4-ol CC(C)=CC(CC(C=C)=C)O